(E)-3-(2-aminoethyl)-2-((2,6-dimethyl-4-(methyl-d3)phenyl)imino)-9,10-dimethoxy-2,3,6,7-tetrahydro-4H-pyrimido[6,1-a]isoquinolin-4-one NCCN/1C(N2C(C3=CC(=C(C=C3CC2)OC)OC)=C\C1=N/C1=C(C=C(C=C1C)C([2H])([2H])[2H])C)=O